2-(7-fluoro-2H-benzopyran-4-yl)-N-(3-sulfamoylphenyl)-4-(trifluoromethyl)benzamide tert-butyl-(E)-2-((benzyloxycarbonyl)oxy)-5-((4-(hydroxymethyl)phenyl)diazenyl)benzoate C(C)(C)(C)OC(C1=C(C=CC(=C1)\N=N\C1=CC=C(C=C1)CO)OC(=O)OCC1=CC=CC=C1)=O.FC1=CC2=C(C(=CCO2)C2=C(C(=O)NC3=CC(=CC=C3)S(N)(=O)=O)C=CC(=C2)C(F)(F)F)C=C1